FC1(C(C1)CCN1N=C(C2=C1CC([C@H]2O)(F)F)C(F)(F)F)F (4S)-1-[2-(2,2-difluorocyclopropyl)ethyl]-5,5-difluoro-3-(trifluoromethyl)-4,6-dihydrocyclopenta[c]pyrazol-4-ol